C(C1=CC=CC=C1)N1N=CC(=C1C)C(CN1N=C(C=CC1=O)Br)=O 2-(2-(1-benzyl-5-methyl-1H-pyrazol-4-yl)-2-oxoethyl)-6-bromopyridazin-3(2H)-one